1-allyl-3-bromo-4-[(2,4-difluorobenzyl)oxy]-6-methylpyridin-2(1H)-one C(C=C)N1C(C(=C(C=C1C)OCC1=C(C=C(C=C1)F)F)Br)=O